OC(CCCCCCCCCCCCC(=O)O)CCC(CC=CCCC)O 14,17-Dihydroxy-tricos-19-enoic acid